FC1(CC(C1)CC(=O)N[C@H](C(F)F)C1=CC=2N(N=C1)C=C(N2)[C@@H](NC(=O)C2=CC=NN2C(C)C)C2CCC(CC2)(F)F)F |o1:9| N-((S)-(7-((S*)-1-(2-(3,3-Difluorocyclobutyl)acetamido)-2,2-difluoroethyl)imidazo[1,2-b]pyridazin-2-yl)(4,4-difluorocyclohexyl)methyl)-1-isopropyl-1H-pyrazole-5-carboxamide